C(C)(=O)OCC(C[C@@H]1[C@@H]([C@@H]2OC3([C@@H]([C@H]([C@@H]2O1)OC(C)=O)O[C@H](CC3)CCOC(C(C)(C)C)=O)OC)O[SiH](C(C)C)C(C)C)OC(C)=O 3-((2R,3S,3aR,7R,8aR,9S,9aR)-9-acetoxy-3-((diisopropylsilyl)oxy)-4a-methoxy-7-(2-(pivaloyloxy)ethyl)decahydrofuro[3,2-b]pyrano[2,3-e]pyran-2-yl)propane-1,2-diyl diacetate